FC1=C(C=C2C=C(N(C2=C1)C)C1CCC(CC1)C=O)NC(=O)C1=NC(=CC=C1)C(F)(F)F N-[6-fluoro-2-(4-formylcyclohexyl)-1-methyl-indol-5-yl]-6-(trifluoromethyl)pyridine-2-carboxamide